C(C1=CC=CC=C1)N(C(NC(C(=O)O)CCC(C)(C)C)=O)C 2-(3-benzyl-3-methylureido)-5,5-dimethylhexanoic acid